BrC1=CC=2N(C=3C=C(C4=C(C3C2C2=C1C=CC=C2)C=CC=C4)Br)C 5,9-dibromo-7-methyl-7H-dibenzo[c,g]carbazole